4,7-dibromobenzo[c]-1,2,5-selenadiazole BrC1=CC=C(C2=N[Se]N=C21)Br